ClC1=C(C=CC(=C1)N1N=C(N=C1)C)C(=O)N[C@@]1(CCC=2N(C3=CC=C(C=C3C2/C=C/C(=O)OC)C)C1)C1=CC=CC=C1 methyl (2E)-3-[(7S)-7-({[2-chloro-4-(3-methyl-1H-1,2,4-triazol-1-yl)phenyl]carbonyl}amino)-2-methyl-7-phenyl-6,7,8,9-tetrahydropyrido[1,2-a]indol-10-yl]prop-2-enoate